ClC1=CC=C(C=C1)C1=C(CCC(C1)(C)C)CN1[C@@H]2CN([C@H](C1)C2)CC=2C=C1C(N(C(C1=CC2)=O)C2C(NC(CC2)=O)=O)=O 5-(((1S,4S)-5-((4'-chloro-5,5-dimethyl-3,4,5,6-tetrahydro-[1,1'-biphenyl]-2-yl)methyl)-2,5-diazabicyclo[2.2.1]heptan-2-yl)methyl)-2-(2,6-dioxopiperidin-3-yl)isoindoline-1,3-dione